(R)-4-(2,5-difluoro-4-(5-(trifluoromethyl)-1,2,4-oxadiazol-3-yl)phenyl)-5-phenylmorpholin-3-one FC1=C(C=C(C(=C1)C1=NOC(=N1)C(F)(F)F)F)N1C(COC[C@H]1C1=CC=CC=C1)=O